F\C(=C/C1=CC=C(C(=C1N1C[C@@H](CCC1)CN)C(F)(F)F)OC1=C(C=CC=C1)F)\C1=NN(C=C1)C1=CN=NC=C1 (S,Z)-(1-(6-(2-Fluoro-2-(1-(pyridazin-4-yl)-1H-pyrazol-3-yl)vinyl)-3-(2-fluorophenoxy)-2-(trifluoromethyl)phenyl)piperidin-3-yl)methanamine